COC(=O)C=1C(=NOC1C1=NC(=C(C=C1)N)C)C 5-(5-amino-6-methylpyridin-2-yl)-3-methylisoxazole-4-carboxylic acid methyl ester